(benzyloxy)azetidin C(C1=CC=CC=C1)ON1CCC1